The molecule is an omega-hydroxy fatty acid ascaroside obtained by formal condensation of the alcoholic hydroxy group of 9-hydroxynonanoic acid with ascarylopyranose (the alpha anomer). It is a metabolite of the nematode Caenorhabditis elegans. It has a role as a Caenorhabditis elegans metabolite. It is a monocarboxylic acid and an omega-hydroxy fatty acid ascaroside. It derives from a 9-hydroxynonanoic acid. It is a conjugate acid of an oscr#10(1-). C[C@H]1[C@@H](C[C@H]([C@@H](O1)OCCCCCCCCC(=O)O)O)O